(2S,3S)-3-(((benzyloxy)carbonyl)amino)-2-(hydroxymethyl)pyrrolidine-1-carboxylic acid tert-butyl ester C(C)(C)(C)OC(=O)N1[C@@H]([C@H](CC1)NC(=O)OCC1=CC=CC=C1)CO